[N+](=O)([O-])C=1C=CC(=NC1)N1CCN(CC1)C(=O)OC(C)(C)C tert-Butyl 4-(5-Nitropyridin-2-yl)piperazine-1-carboxylate